NC=1CC(=CC2=C(N1)C=C(S2)CN2CCNCC2)C(=O)N(CCC)CCCNC(CC(C)(C)C)=O 5-amino-N-[3-(3,3-dimethylbutanoylamino)propyl]-2-(piperazin-1-ylmethyl)-N-propyl-6H-thieno[3,2-b]azepine-7-carboxamide